tert-butyl (2'S)-2-iodo-2'-methyl-spiro[6,7-dihydrothieno[3,2-c]pyran-4,4'-piperidine]-1'-carboxylate IC1=CC2=C(CCOC23C[C@@H](N(CC3)C(=O)OC(C)(C)C)C)S1